7-(2,8-Dimethylimidazo[1,2-b]pyridazin-6-yl)-3-[(2S,6S)-2,6-dimethylpiperidin-4-yl]-5-fluorocinnoline CC=1N=C2N(N=C(C=C2C)C2=CC(=C3C=C(N=NC3=C2)C2C[C@@H](N[C@H](C2)C)C)F)C1